O=C1NC(CCC1N1C(C2=CC=CC(=C2C1=O)N1CCC(CC1)CN(C(OC(C)(C)C)=O)C)=O)=O 1-Tert-butyl N-[[1-[2-(2,6-dioxo-3-piperidyl)-1,3-dioxo-isoindolin-4-yl]-4-piperidyl]methyl]-N-methyl-carbamate